6-(3-(azetidin-1-yl)phenyl)-2-(3-(hydroxymethyl)-4-methoxyphenyl)-5,7-dimethyl-2,6-dihydro-1H-pyrrolo[3,4-d]pyridazin-1-one N1(CCC1)C=1C=C(C=CC1)N1C(=C2C(N(N=CC2=C1C)C1=CC(=C(C=C1)OC)CO)=O)C